hexahydro-1,3,5-tris(2,3-dibromopropyl)-1,3,5-triazine-2,4,6-trione BrC(CN1C(N(C(N(C1=O)CC(CBr)Br)=O)CC(CBr)Br)=O)CBr